N-(2-hydroxy-3-{5-methyl-1H,2H,3H,4H,5H-pyrido[4,3-b]indol-2-yl}propyl)-6-(4-methylpiperazin-1-yl)pyridine-4-carboxamide OC(CNC(=O)C1=CC=NC(=C1)N1CCN(CC1)C)CN1CC2=C(N(C=3C=CC=CC23)C)CC1